C1(CCCCC1)COC=1C=C(C=C(C1)F)CCCN 3-(3-(cyclohexylmethoxy)-5-fluorophenyl)propan-1-amine